BrCC=1N(C(=CN1)[N+](=O)[O-])C 2-(Bromomethyl)-1-methyl-5-nitro-1H-imidazole